[Si](C)(C)(C(C)(C)C)OC[C@H]1O[C@H]([C@H]2[C@@H]1OC(O2)(C)C)C(O)C2=CC=C1C(=NC(=NN12)Cl)NC1CCCC1 ((3aS,4S,6R,6aR)-6-(((tert-butyldimethylsilyl)oxy)methyl)-2,2-dimethyltetrahydrofuro[3,4-d][1,3]dioxol-4-yl)(2-chloro-4-(cyclopentylamino)pyrrolo[2,1-f][1,2,4]triazin-7-yl)methanol